The molecule is a 1,2-diacyl-sn-glycero-3-phosphocholine having palmitoyl and 5-oxovaleryl groups at the 1- and 2-positions respectively; major species at pH 7.3. It has a role as an apoptosis inducer. It is a 1,2-diacyl-sn-glycero-3-phosphocholine and an aldehyde. It is a conjugate base of a 1-O-palmitoyl-2-O-(5-oxovaleryl)-sn-glycero-3-phosphocholine(1+). CCCCCCCCCCCCCCCC(=O)OC[C@H](COP(=O)([O-])OCC[N+](C)(C)C)OC(=O)CCCC=O